5-Chloro-1-aza-5-stannabicyclo[3.3.3]undecane Cl[Sn]12CCCN(CCC1)CCC2